4-amino-7-chloro-N-cyclopropyl-N-((5-((2-fluoropyridin-3-yl)ethynyl)-4-methylpyridin-2-yl)methyl)-1-methyl-1H-pyrazolo[4,3-c]quinoline-8-carboxamide NC1=NC=2C=C(C(=CC2C2=C1C=NN2C)C(=O)N(CC2=NC=C(C(=C2)C)C#CC=2C(=NC=CC2)F)C2CC2)Cl